6-(Difluoromethyl)-8-((1R,2R)-2-hydroxy-2-methylcyclopentyl)-2-(piperidin-4-ylamino)pyrido[2,3-d]pyrimidin-7(8H)-one FC(C1=CC2=C(N=C(N=C2)NC2CCNCC2)N(C1=O)[C@H]1[C@](CCC1)(C)O)F